COC(C1=C(C=NC=C1)C1=C(C=CC=C1)OC)=O 3-(2-methoxyphenyl)isonicotinic acid methyl ester